5-(((((S)-1-isopropoxy-1-oxopropan-2-yl)amino)(phenoxy)phosphoryl)methyl)thiophene-2-carboxylic acid C(C)(C)OC([C@H](C)NP(=O)(OC1=CC=CC=C1)CC1=CC=C(S1)C(=O)O)=O